N-Boc-delta-aminopentanoic acid C(=O)(OC(C)(C)C)NCCCCC(=O)O